NC=1N=C(SC1C(=O)C=1C=NC(=CC1)OC(F)F)N(C1=CC(=C(C=C1)F)F)[C@@H](C(=O)N)C (R)-(N-[4-amino-5-[6-(difluoromethoxy)pyridine-3-carbonyl]thiazol-2-yl]-3,4-difluoro-anilino)propionamide